N-(4-(N-(1-(bicyclo[2.2.2]oct-2-yl)ethyl)sulfamoyl)-5-methoxy-2-methylphenyl)-2-methylbenzamide C12C(CC(CC1)CC2)C(C)NS(=O)(=O)C2=CC(=C(C=C2OC)NC(C2=C(C=CC=C2)C)=O)C